2-iodo-4-t-octyl-phenol IC1=C(C=CC(=C1)C(C)(C)CC(C)(C)C)O